BrC1=CC(=C2C(=NC=NN21)N(CC2=CC=C(C=C2)OC)CC2=CC=C(C=C2)OC)C(F)(F)F 7-bromo-N,N-bis(4-methoxybenzyl)-5-(trifluoromethyl)pyrrolo[2,1-f][1,2,4]Triazin-4-amine